C(#N)C=1C=CC(=NC1)COC1=CC=CC(=N1)N1CCN(CC1)CC1=NC2=C(N1C[C@H]1OCC1)C=C(C=C2)C(=O)O (S)-2-((4-(6-((5-cyanopyridin-2-yl)methoxy)pyridin-2-yl)piperazin-1-yl)methyl)(oxetane-2-ylmethyl)-1H-benzo[d]imidazole-6-carboxylic acid